N1=C(C=CC=C1)O[C@@H]1CC[C@H](CC1)C1=NN=C2N1C1=C(CC(C2)N)C=CC=C1 1-[trans-4-(Pyridin-2-yloxy)cyclohexyl]-5,6-dihydro-4H-[1,2,4]triazolo[4,3-a][1]benzazepin-5-amin